(tert-butyl 3-(((2-methyl-3-((2-oxopyrrolidin-3-yl) carbamoyl) benzofuran-5-yl) oxy) methyl) benzyl) carbamate C(N)(OC(C1=CC(=CC=C1)COC=1C=CC2=C(C(=C(O2)C)C(NC2C(NCC2)=O)=O)C1)C(C)(C)C)=O